CN(C(C)C)C(C=CC)=O [methyl(propan-2-yl)amino]but-2-en-1-one